5-(6-chloro-1-[[2-(trimethylsilyl)ethoxy]methyl]pyrazolo[3,4-b]pyridin-3-yl)-4-methoxy-1-[[2-(trimethylsilyl)ethoxy]methyl]-1,3-benzodiazole ClC1=CC=C2C(=N1)N(N=C2C2=C(C1=C(N(C=N1)COCC[Si](C)(C)C)C=C2)OC)COCC[Si](C)(C)C